F.C(C)C(CN)CCCC 2-ethylhexylamine hydrofluoric acid salt